methyl (1-(3-bromophenyl)-2-methylpropan-2-yl)carbamate BrC=1C=C(C=CC1)CC(C)(C)NC(OC)=O